C(C=C)(=O)N1C(CN(CC1)C1=NC(=NC=2CC(CCC12)N1CC(C2=CC=C(C=C12)F)(C)C)N1CC(C1)N(C)C)CC#N 2-(1-acryloyl-4-(2-(3-(dimethylamino)azetidin-1-yl)-7-(6-fluoro-3,3-dimethylindolin-1-yl)-5,6,7,8-tetrahydroquinazolin-4-yl)piperazin-2-yl)acetonitrile